1-[2-[(4-chlorophenyl)phenyl-methoxy]ethyl]-1-[[[[3-[[(1,1-dimethylethoxy)carbonyl]amino]propoxy]carbonyl]oxy]methyl]piperidinium chloride [Cl-].ClC1=CC=C(C=C1)C(OCC[N+]1(CCCCC1)COC(=O)OCCCNC(=O)OC(C)(C)C)C1=CC=CC=C1